(R)-(5-fluorothiophen-2-yl)(8-methyl-3-(3-methyl-1,2,4-thiadiazol-5-yl)-5,6-dihydroimidazo[1,5-a]pyrazin-7(8H)-yl)methanone FC1=CC=C(S1)C(=O)N1[C@@H](C=2N(CC1)C(=NC2)C2=NC(=NS2)C)C